C(C)(C)(C)OC(=O)N1CCC(=CC1)C1=CC=C(C=C1)NC(=O)C12CCC(CC1)(CC2)C(NC2=CC(=C(C=C2)CNC(=O)OC(C)(C)C)F)=O 4-[4-({4-[4-(tert-butoxycarbonylamino-methyl)-3-fluoro-phenylcarbamoyl]-bicyclo[2.2.2]octane-1-carbonyl}-amino)-phenyl]-3,6-dihydro-2H-pyridine-1-carboxylic acid tert-butyl ester